N-((1R,3s,5S)-8-((1H-indol-5-yl)methyl)-8-azabicyclo[3.2.1]octane-3-yl)-1H-indole-6-carboxamide N1C=CC2=CC(=CC=C12)CN1[C@H]2CC(C[C@@H]1CC2)NC(=O)C2=CC=C1C=CNC1=C2